Ytterbium nitrat [N+](=O)([O-])[O-].[Yb+3].[N+](=O)([O-])[O-].[N+](=O)([O-])[O-]